FC1=C(C(=C2C=CNC2=C1F)S(=O)C)OC=1C=CC(=C(C1)C=1NC=C(N1)[C@@]1(C(COC2=C(C=CC=C12)CCC(=O)O)(F)F)C)F 3-[(4R)-4-[2-[5-[(6,7-difluoro-4-methylsulfinyl-1H-indol-5-yl)oxy]-2-fluoro-phenyl]-1H-imidazol-4-yl]-3,3-difluoro-4-methyl-chroman-8-yl]propanoic acid